FC1=C(C=CC(=C1F)OC)C1=CN=C2N1C=CN=C2NC2=CC(=C(C(=O)NC1CCC(CC1)NC(=O)[C@H]1NC[C@@H](C1)O)C=C2)C (2S,4R)-N-((1r,4S)-4-(4-((3-(2,3-difluoro-4-methoxyphenyl)imidazo[1,2-a]pyrazin-8-yl)amino)-2-methylbenzamido)cyclohexyl)-4-hydroxypyrrolidine-2-carboxamide